tert-butyl-[2-[(5-fluoro-2,6-diiodo-3-pyridyl)oxy]ethoxy]-dimethyl-silane C(C)(C)(C)[Si](C)(C)OCCOC=1C(=NC(=C(C1)F)I)I